[N+](=O)([O-])C1=C(C(=CC=C1)OC)O mononitroguaiacol